6-butyl-5-(2,6-dimethoxyphenyl)-3-{4-[(2-methylphenyl)methyl]piperidine-1-carbonyl}pyridine-2,4-diol C(CCC)C1=C(C(=C(C(=N1)O)C(=O)N1CCC(CC1)CC1=C(C=CC=C1)C)O)C1=C(C=CC=C1OC)OC